O=CCCN(C)C oxo-3-dimethylaminopropane